4-chloro-5-(difluoromethyl)-7-((3ar,4r,5ar,8ar)-2,2-dimethyl-6-methylenehexahydrocyclopenta[2,3]furo[3,4-d][1,3]dioxol-4-yl)-7H-pyrrolo[2,3-d]pyrimidine ClC=1C2=C(N=CN1)N(C=C2C(F)F)[C@@H]2O[C@H]1[C@]3(OC(O[C@H]32)(C)C)CCC1=C